1-(2-(2-((tert-butyldimethylsilyl)oxy)ethoxy)-4-(1-cyclopropyl-4-(trifluoromethyl)-1H-imidazol-2-yl)benzyl)-6-(4-cyclopropyl-6-methoxypyrimidin-5-yl)-1H-pyrazolo[3,4-d]pyrimidine [Si](C)(C)(C(C)(C)C)OCCOC1=C(CN2N=CC=3C2=NC(=NC3)C=3C(=NC=NC3OC)C3CC3)C=CC(=C1)C=1N(C=C(N1)C(F)(F)F)C1CC1